4,4-dimethyl-6-(5-(1-methyl-1,2,3,6-tetrahydropyridin-4-yl)-1H-pyrrolo[2,3-b]pyridin-3-yl)-3,4-dihydroisoquinolin-1(2H)-one CC1(CNC(C2=CC=C(C=C12)C1=CNC2=NC=C(C=C21)C=2CCN(CC2)C)=O)C